1-({3,4-difluoro-2-[(2-fluoro-4-iodophenyl)amino]Phenyl}carbonyl)-3-({[2-(ethyloxy)ethyl]Amino}methyl)azetidin-3-ol FC=1C(=C(C=CC1F)C(=O)N1CC(C1)(O)CNCCOCC)NC1=C(C=C(C=C1)I)F